COC1=NC=C(C(=N1)OC)C=1C=C(C=2N(N1)C=CN2)[C@@H]2[C@H](C2)C2=NC=C(C=C2)OCC(F)(F)F 6-(2,4-dimethoxypyrimidin-5-yl)-8-((1S,2S)-2-(5-(2,2,2-trifluoroethoxy)pyridin-2-yl)cyclopropyl)imidazo[1,2-b]pyridazine